1,8-difluorofluorene FC1=CC=CC=2C3=CC=CC(=C3CC12)F